2-(4-n-propyl-cyclohexyl)propane-1,3-diol C(CC)C1CCC(CC1)C(CO)CO